ClC1=C(C=CC2=C1C=C(O2)C(=O)O)N2CCN(CC2)C(C2=CC(=CC(=C2)Cl)Cl)=O 4-chloro-5-[4-(3,5-dichloro-benzoyl)-piperazin-1-yl]-benzofuran-2-carboxylic acid